trans-4-(3,4-dihydroisoquinolin-2(1H)-yl)-1-(6-(3-(trifluoromethyl)phenoxy)pyrimidin-4-yl)piperidin-3-ol C1N(CCC2=CC=CC=C12)[C@H]1[C@@H](CN(CC1)C1=NC=NC(=C1)OC1=CC(=CC=C1)C(F)(F)F)O